[4-(cyclopropylmethoxy)-3-(2-methyl-1-oxoisoquinolin-4-yl)phenyl]sulfamate C1(CC1)COC1=C(C=C(C=C1)NS([O-])(=O)=O)C1=CN(C(C2=CC=CC=C12)=O)C